COC(=O)C=1C(=NC(=CC1Cl)O)N 2-amino-4-chloro-6-hydroxy-3-pyridinecarboxylic acid methyl ester